racemic-tert-butyl 3-allyl-4-oxopyrrolidine-1-carboxylate C(C=C)[C@@H]1CN(CC1=O)C(=O)OC(C)(C)C |r|